FC1(CC1)CN1[C@@H](C2=CC=C3C(=C2C[C@H]1C)C=NN3C3OCCCC3)C3=C(C=C(C=C3)O)OC 4-((6s,8r)-7-((1-fluorocyclopropyl)methyl)-8-methyl-3-(tetrahydro-2H-pyran-2-yl)-6,7,8,9-tetrahydro-3H-pyrazolo[4,3-f]isoquinolin-6-yl)-3-methoxyphenol